tert-butyl (2R,4R)-2-[[2-[(4,4-difluorocyclohexyl)amino]-1-(5-fluoro-3-pyridyl)-2-oxo-ethyl]-[4-(pentafluoro-λ6-sulfanyl)phenyl]carbamoyl]-4-methoxy-pyrrolidine-1-carboxylate FC1(CCC(CC1)NC(C(C=1C=NC=C(C1)F)N(C(=O)[C@@H]1N(C[C@@H](C1)OC)C(=O)OC(C)(C)C)C1=CC=C(C=C1)S(F)(F)(F)(F)F)=O)F